FC1C(CCC1)N1N=CC(=C1)C=1C(=C(C=CC1)NC1=CC(=NC=C1OC)NC(=O)C1CC1)OC N-(4-((3-(1-(2-fluorocyclopentyl)-1H-pyrazol-4-yl)-2-methoxyphenyl)amino)-5-methoxypyridin-2-yl)cyclopropanecarboxamide